(1S,6S)-2,2,6-trimethyl-N-(2-oxo-2-phenylethyl)cyclohexane-1-carboxamide CC1([C@H]([C@H](CCC1)C)C(=O)NCC(C1=CC=CC=C1)=O)C